O=C1CCCCC2=C1C=CC(=C2)C(=O)OC methyl 5-oxo-6,7,8,9-tetrahydro-5H-benzo[7]annulene-2-carboxylate